Tert-butyl (S)-2-(4-(tert-butyl)-5-iodo-1H-imidazol-2-yl)pyrrolidine-1-carboxylate C(C)(C)(C)C=1N=C(NC1I)[C@H]1N(CCC1)C(=O)OC(C)(C)C